C1(=CC=C(C=C1)C1=CC=C(N=N1)NC1C[C@@H]2[C@@H](CN(C2)CC2CCOCC2)C1)C (3aR,5s,6aS)-N-[6-(p-tolyl)pyridazin-3-yl]-2-(tetrahydro-pyran-4-ylmethyl)-3,3a,4,5,6,6a-hexahydro-1H-cyclopenta[c]pyrrol-5-amine